2-[1-[1-[(3R)-2,6-dioxo-3-piperidinyl]indol-4-yl]-4-piperidinyl]acetic acid tert-butyl ester C(C)(C)(C)OC(CC1CCN(CC1)C1=C2C=CN(C2=CC=C1)[C@H]1C(NC(CC1)=O)=O)=O